[Br-].BrC1=CC=C(C[N+]2=CC=C(C=C2)CCCOC(=O)C2=CC=3C(C4=CC=CC(=C4C(C3C(=C2)O)=O)O)=O)C=C1 (1-(4-bromobenzyl)-4-(3-((4,5-dihydroxy-9,10-dioxo-9,10-dihydroanthracene-2-carbonyl)oxy)propyl)pyridin-1-ium) bromide salt